2-(4-phenylbutyl)benzo[d]oxazol C1(=CC=CC=C1)CCCCC=1OC2=C(N1)C=CC=C2